1-((5-(4-fluoro-3-(trifluoromethyl)phenyl)-1,2,4-oxadiazol-3-yl)methyl)-2-methylpiperidine-4-carboxylic acid FC1=C(C=C(C=C1)C1=NC(=NO1)CN1C(CC(CC1)C(=O)O)C)C(F)(F)F